(Z)-N-(5-chloro-2,4-dimethylpyridin-3-yl)-2-fluoro-3-(7-fluoro-3-methyl-1-(tetrahydro-2H-pyran-2-yl)-1H-indazol-6-yl)acrylamide ClC=1C(=C(C(=NC1)C)NC(/C(=C/C1=CC=C2C(=NN(C2=C1F)C1OCCCC1)C)/F)=O)C